FC1=C(C(=C(C2=C(C(=C(C(=C12)F)F)F)F)F)F)[B-](C1=C(C2=C(C(=C(C(=C2C(=C1F)F)F)F)F)F)F)(C1=C(C2=C(C(=C(C(=C2C(=C1F)F)F)F)F)F)F)C1=C(C2=C(C(=C(C(=C2C(=C1F)F)F)F)F)F)F.C(C)[NH+](CC)CC Triethylammonium tetrakis(perfluoronaphthalen-2-yl)borate